peroxydisulfate potassium salt [K+].S(=O)(=O)([O-])OOS(=O)(=O)[O-].[K+]